C(C)OC1C2C3CCCC3C(C1)C2 8-ethoxytricyclo[5.2.1.02,6]decane